(E)-3-fluoropropylacetate FCCCOC(C)=O